C(C)(C)(C)C=1C=CC=2N(C3=CC=C(C=C3C2C1)C(C)(C)C)C1=CC(=CC(=C1)B1OC(C(O1)(C)C)(C)C)C(C)(C)C 3,6-di-tert-butyl-9-(3-(tert-butyl)-5-(4,4,5,5-tetramethyl-1,3,2-dioxaborolan-2-yl)phenyl)-9H-carbazole